5-((4-((2-(methyl-d3)propan-2-yl-1,1,1,3,3,3-d6)oxy)-4-oxobut-2-yn-1-yl)oxy)-4,5-dioxopentanoic acid C(C(C([2H])([2H])[2H])(C([2H])([2H])[2H])OC(C#CCOC(C(CCC(=O)O)=O)=O)=O)([2H])([2H])[2H]